Cl.ClC1=CC=C(OCC[C@H](N)B2OC(C(O2)(C)C)(C)C)C=C1 (R)-3-(4-chlorophenoxy)-1-(4,4,5,5-tetramethyl-1,3,2-dioxaborolan-2-yl)propan-1-amine hydrochloride